2-(chloromethyl)-5-((1-(methylsulfonyl)piperidin-4-yl)methoxy)isonicotinonitrile ClCC=1C=C(C#N)C(=CN1)OCC1CCN(CC1)S(=O)(=O)C